(4-methoxyphenyl)sydnone COC1=CC=C(C=C1)[N+]=1[N-]OC(C1)=O